(S)-3-(1H-indol-2-yl)-2-(tritylamino)propionic acid N1C(=CC2=CC=CC=C12)C[C@@H](C(=O)O)NC(C1=CC=CC=C1)(C1=CC=CC=C1)C1=CC=CC=C1